L-1-ethyl decanoate C(CCCCCCCCC)(=O)OCC